SCSC(SCSC(C1SCS1)SCSC(C(SCS)SCS)SCS)C(SCS)SCS 2-[bis{3,4-bis(mercaptomethylthio)-6-mercapto-2,5-Dithiahexylthio}methyl]-1,3-dithietane